CC1=CC=C(C=C1)[S@@](=O)N[C@@H](CC(=O)OCC)C1=CC(=CC=C1)C1=CN(C=C1)[Si](C(C)C)(C(C)C)C(C)C ethyl (S)-3-((R)-4-methylphenylsulfinamido)-3-(3-(1-(triisopropylsilyl)-1H-pyrrol-3-yl)phenyl)propanoate